ClC1=C(C=CC=C1)[C@@H]([C@@H](C)C=1N(C(C(=C(N1)C(=O)NC=1C=NOC1)O)=O)C)C1=NC(=C(N=C1)C)C 2-((1r,2r)-1-(2-chlorophenyl)-1-(5,6-dimethylpyrazin-2-yl)propan-2-yl)-5-hydroxy-N-(isoxazol-4-yl)-1-methyl-6-oxo-1,6-dihydropyrimidine-4-carboxamide